2,2-bis(isopropoxythioformylthio)acetic acid methyl ester COC(C(SC(=S)OC(C)C)SC(=S)OC(C)C)=O